5-[[6-(3-(Difluoromethyl)-4-fluoro-phenyl)pyrazolo[4,3-b]pyridin-1-yl]methyl]-3-methyl-isoxazole FC(C=1C=C(C=CC1F)C=1C=C2C(=NC1)C=NN2CC2=CC(=NO2)C)F